N-(6-(6-cyclopropyl-7-methoxyimidazo[1,2-a]pyridin-3-yl)pyridin-2-yl)-2-azaspiro[3.3]heptan-6-amine C1(CC1)C=1C(=CC=2N(C1)C(=CN2)C2=CC=CC(=N2)NC2CC1(CNC1)C2)OC